4-((1R,5S)-3,8-Diazabicyclo[3.2.1]octan-3-yl)-7-(8-ethynyl-7-fluoro-3-hydroxynaphthalen-1-yl)-2-(((S)-1-methylpyrrolidin-2-yl)methoxy)-6,7-dihydropyrido[3,4-d]pyrimidin-8(5H)-one [C@H]12CN(C[C@H](CC1)N2)C=2C1=C(N=C(N2)OC[C@H]2N(CCC2)C)C(N(CC1)C1=CC(=CC2=CC=C(C(=C12)C#C)F)O)=O